C(C)(=O)N(C1=C(C=C(C=C1)C1=CC=C(C=N1)C(=O)NCC=1C=NC=CC1)C)CC(F)F 6-[4-[Acetyl-(2,2-difluoroethyl)amino]-3-methyl-phenyl]-N-(3-pyridylmethyl)pyridine-3-carboxamide